C1(=CC=CC=C1)N1C(=CC2=CC=C(C=C12)C1=CC=CC=C1)C(=O)O 1,6-diphenyl-1H-indole-2-carboxylic acid